CS(=O)(=O)C1CCN(CC1)C(=O)C=1NC2=NC(=NC(=C2N1)N1CCOCC1)N1N=C(C=C1)C=1C=C(C=CC1)C (4-(methylsulfonyl)piperidin-1-yl)(6-morpholino-2-(3-(m-tolyl)-1H-pyrazol-1-yl)-9H-purin-8-yl)methanone